C(C)(C)(C)OC(=O)N1[C@H](CN(CC1)C1=NC=C(N=C1)Br)C (S)-4-(5-bromopyrazin-2-yl)-2-methylpiperazine-1-carboxylic acid tert-butyl ester